n-undecyl-benzophenone C(CCCCCCCCCC)C1=C(C(=O)C2=CC=CC=C2)C=CC=C1